OC[N+]1=C(N(C=C1)C)C (hydroxymethyl)-1,2-dimethyl-1H-imidazol-3-ium